C(CCCCCCCCCCCCCCC)(=O)[O-].C(CCCCCCCCCCCCCCC)(=O)[O-].[Sr+2] strontium dipalmitate